CN1C(OC(C2=C1C=CS2)=O)=O 1-methyl-2H-thieno[3,2-d][1,3]oxazine-2,4(1H)-dione